5-(difluoromethoxy)-1-((5-(3-fluoro-5-methoxyphenyl)pyrazin-2-yl)methyl)-1H-indazole FC(OC=1C=C2C=NN(C2=CC1)CC1=NC=C(N=C1)C1=CC(=CC(=C1)OC)F)F